CN(CC(=O)O)C=1C2=C(N=C(N1)C1=NC=CC=C1)CCC2 N-methyl-N-(2-(pyridin-2-yl)-6,7-dihydro-5H-cyclopenta[d]pyrimidin-4-yl)glycine